CC(C(C(=O)[O-])=O)C 3-methyl-2-ketobutanoate